2,5-difluoro-4-methyl-3-nitrobenzonitrile FC1=C(C#N)C=C(C(=C1[N+](=O)[O-])C)F